BrC1=C(C(=O)OC)C(=CC(=C1)F)CBr Methyl 2-bromo-6-(bromomethyl)-4-fluorobenzoate